[Cl-].[Cl-].C[SiH](C)[Ti+2](C1=CC=CC=2C3=CC=CC=C3CC12)NC(C)(C)C dimethylsilyl-(N-tertiary butylamino)(fluorenyl)titanium dichloride